BrC=1C(=CC(=C(C1)S(=O)(=O)NC=1SC(=CN1)F)F)NCCCCNCCCNC 5-bromo-2-fluoro-N-(5-fluoro-1,3-thiazol-2-yl)-4-[(4-{[3-(methylamino)-propyl]amino}butyl)amino]-benzenesulfonamide